N1N=CC2=CC(=CC=C12)CN1CCC(CC1)(O)C=1C=C2C(N(C(C2=CC1)=O)C1C(NC(CC1)=O)=O)=O 5-(1-((1H-indazol-5-yl)methyl)-4-hydroxypiperidin-4-yl)-2-(2,6-dioxopiperidin-3-yl)isoindoline-1,3-dione